ClC=1C=C(C=C(C1)NS(=O)(=O)C)NC(=O)C1=CN(C(=C1)C)C1=NC=C(C=C1)N1CC(CC1)(F)F N-(3-chloro-5-(methylsulfonamido)phenyl)-1-(5-(3,3-difluoropyrrolidin-1-yl)pyridin-2-yl)-5-methyl-1H-pyrrole-3-carboxamide